ClC=1N=CC2=CC(=C3C(=C2C1)SC=N3)C=3C(=CC(=NC3)C(CC)=O)C 1-(5-(8-chlorothiazolo[5,4-f]isoquinolin-4-yl)-4-methylpyridin-2-yl)propan-1-one